C(C)NC=1C(=C(C=C(C1)C1(CC(C1)C)C1=NN=CN1C)N1C(C2=CC(=CC(=C2C1)C(F)(F)F)CNC1(CCC1)C)=O)F 2-(3-(ethylamino)-2-fluoro-5-((1s,3s)-3-methyl-1-(4-methyl-4H-1,2,4-triazol-3-yl)cyclobutyl)phenyl)-6-(((1-methylcyclobutyl)amino)methyl)-4-(trifluoromethyl)isoindolin-1-one